ClC1=C(C=CC=2C(=C3N(C12)CC(N(C3)CCO)=O)C=3C=NNC3)Cl 6,7-dichloro-2-(2-hydroxyethyl)-10-(1H-pyrazol-4-yl)-1,2-dihydropyrazino[1,2-a]indol-3(4H)-one